C1(CC1)C1CN(CCN1)C=1SC2=C(N1)COC=1C=C(C=CC12)C=1C=NNC1 2-(3-cyclopropylpiperazin-1-yl)-7-(1H-pyrazol-4-yl)-4H-chromeno[3,4-d]thiazole